COC(C1=C(C(=CC=C1)C1=NC(=CN=C1)C=1SC=C(C1)N)OC)=O 6-(4-aminothiophene-2-yl)pyrazin-2-yl-2-methoxybenzoic acid methyl ester